ClC1=C(C=CC=C1)[C@@H]1[C@H](COC(C1)(C)C)C(=O)N1CC(C2(CN(C2)C(C=C)=O)CC1)(F)F 1-(7-((3R,4S)-4-(2-chlorophenyl)-6,6-dimethyltetrahydro-2H-pyran-3-carbonyl)-5,5-difluoro-2,7-diazaspiro[3.5]nonan-2-yl)prop-2-en-1-one